3-((ethylsulfinyl)methyl)azetidine trifluoroacetate FC(C(=O)O)(F)F.C(C)S(=O)CC1CNC1